N-((R*)-1-(2-((S)-amino(4,4-difluorocyclohexyl)methyl)imidazo[1,2-b]pyridazin-7-yl)ethyl)-4,4,4-trifluorobutanamide N[C@H](C=1N=C2N(N=CC(=C2)[C@@H](C)NC(CCC(F)(F)F)=O)C1)C1CCC(CC1)(F)F |o1:10|